ClC1=C(CN2C(N(CC3=CC=C(C=C23)C(=O)NCC2=C(C=C(C=C2F)F)F)C)=O)C=CC=C1 1-(2-chlorobenzyl)-3-methyl-2-oxo-N-(2,4,6-trifluorobenzyl)-1,2,3,4-tetrahydroquinazoline-7-carboxamide